4-methoxyphenyl (pentyl) sulfide C(CCCC)SC1=CC=C(C=C1)OC